FC1=CC(=C(C=C1)CC1CC2(CN(C2)C(CC[C@H]2NC(OC2)=O)=O)C1)S(=O)(=O)C (4R)-4-[3-[6-[(4-Fluoro-2-methylsulfonyl-phenyl)methyl]-2-azaspiro[3.3]heptan-2-yl]-3-oxo-propyl]oxazolidin-2-one